FC(O[C@@H]1C(CN(C1)C=1C=2N(N=C(C1)C=1C(NC(NC1)=O)=O)C=CN2)(F)F)F (S)-5-(8-(4-(difluoromethoxy)-3,3-difluoropyrrolidin-1-yl)imidazo[1,2-b]pyridazin-6-yl)pyrimidine-2,4(1H,3H)-dione